ClC1=CC=2N(C(N(C=3N=CC(=CC3C2C(=C1)F)F)C(C)C)=O)C1=C(C=C(C=C1F)NCCNCCO)F 13-chloro-10-[2,6-difluoro-4-({2-[(2-hydroxyethyl)amino]ethyl}amino)phenyl]-4,15-difluoro-8-(propan-2-yl)-6,8,10-triazatricyclo[9.4.0.02,7]pentadeca-1(11),2(7),3,5,12,14-hexaen-9-one